FC(C1=CC=CC(=N1)SCCC(C#N)C#N)(F)F 2-[2-[[6-(trifluoromethyl)-2-pyridyl]sulfanyl]ethyl]propanedinitrile